9-[2-(Diphenylphosphino)phenyl]-9H-carbazole C1(=CC=CC=C1)P(C1=C(C=CC=C1)N1C2=CC=CC=C2C=2C=CC=CC12)C1=CC=CC=C1